O1CCN(CC1)C1=CC=C(C=C1)CC(=O)OCC ethyl 2-(4-morpholinophenyl)acetate